gamma-linolenyl-carnitine C(CCCC\C=C/C\C=C/C\C=C/CCCCC)C(O)(C[N+](C)(C)C)CC([O-])=O